[Pt](I)I.C1=CCCC=CCC1 (1,5-cyclooctadiene) platinum iodide